(2S)-2-hydrazinobutane-1-ol hydrochloride Cl.N(N)[C@H](CO)CC